1-(6-((4-cyano-2-fluorophenoxy)methyl)-5-fluoropyridin-2-yl)-3-azabicyclo[3.1.0]hexane-3-carboxylic acid tert-butyl ester C(C)(C)(C)OC(=O)N1CC2(CC2C1)C1=NC(=C(C=C1)F)COC1=C(C=C(C=C1)C#N)F